4-[2-(1,1-dimethylethoxy)ethyl-[4-(5,6,7,8-tetrahydro-1,8-naphthyridin-2-yl)butyl]amino]-2-[[4-(trifluoromethyl)benzoyl]amino]butanoic acid CC(C)(OCCN(CCC(C(=O)O)NC(C1=CC=C(C=C1)C(F)(F)F)=O)CCCCC1=NC=2NCCCC2C=C1)C